FC(C1=NNC2=CC(=CC=C12)CC1CC2(CN(C2)C(=O)N2C[C@@H]3[C@@H](OCC(N3)=O)CC2)C1)(F)F (4aR,8aS)-6-[6-[[3-(trifluoromethyl)-1H-indazol-6-yl]methyl]-2-azaspiro[3.3]heptane-2-carbonyl]-4,4a,5,7,8,8a-hexahydropyrido[4,3-b][1,4]oxazin-3-one